((3S,7aS)-3-(tert-butoxymethyl)tetrahydro-1H-pyrrolizin-7a(5H)-yl)methyl benzoate C(C1=CC=CC=C1)(=O)OC[C@]12CCCN2[C@@H](CC1)COC(C)(C)C